FC1=C(N=CC2=C1N=C(N=C2N2C[C@@H]([C@@H](CC2)C(=O)OC)O)OCC21CCCN1CCC2)C2=CC=CC1=CC=CC(=C21)F methyl (3R,4R)-1-(8-fluoro-7-(8-fluoronaphthalen-1-yl)-2-((tetrahydro-1H-pyrrolizin-7a(5H)-yl)methoxy)pyrido[4,3-d]pyrimidin-4-yl)-3-hydroxypiperidine-4-carboxylate